6-(1-cyclopropylimino-1-oxo-thian-4-yl)-N-[(1R)-1-[3-(difluoromethyl)-2-fluoro-phenyl]ethyl]-7-methoxy-2-methyl-quinazolin-4-amine C1(CC1)N=S1(CCC(CC1)C=1C=C2C(=NC(=NC2=CC1OC)C)N[C@H](C)C1=C(C(=CC=C1)C(F)F)F)=O